C1(CC1)C1=C(C(=CC=C1)F)C(C(=O)O)N1C[C@@H](CC1)OCCCCC1=NC=2NCCCC2C=C1 2-(2-Cyclopropyl-6-fluorophenyl)-2-((R)-3-(4-(5,6,7,8-tetrahydro-1,8-naphthyridin-2-yl)butoxy)pyrrolidin-1-yl)acetic acid